(Z)-2,4,7-trimethyloct-3,6-dien-1-ol CC(CO)\C=C(/CC=C(C)C)\C